[BH4-].[Na+].C(=O)O.C(=O)O.CO methanol diformate sodium borohydride